C(C)C1=CC2=C(CCOC23CCNCC3)S1 2-ethylspiro[6,7-dihydrothieno[3,2-c]pyran-4,4'-piperidine]